C(C1=CC=CC=C1)OC1=C(C=O)C=CC(=C1)N(CCO)CCO 2-(Benzyloxy)-4-[bis(2-hydroxyethyl)amino]benzaldehyde